(2S,3S,4R,5R)-5-(2-(5-chloropyridin-3-yl)-6-(methoxyamino)-9H-purin-9-yl)-3,4-dihydroxyl-N-(methyl-d3)-tetrahydrofuran-2-carboxamide ClC=1C=C(C=NC1)C1=NC(=C2N=CN(C2=N1)[C@H]1[C@@H]([C@@H]([C@H](O1)C(=O)NC([2H])([2H])[2H])O)O)NOC